2-cyano-N,5-dimethyl-N-((5-methyl-4-oxo-4,5-dihydro-3H-imidazo[4,5-c]pyridin-2-yl)methyl)-1H-indole-7-sulfonamide C(#N)C=1NC2=C(C=C(C=C2C1)C)S(=O)(=O)N(CC1=NC2=C(C(N(C=C2)C)=O)N1)C